COC(=O)N1CC2=C(CC1)N=C(N2)C2=C(C=CC(=C2)C(=O)N2CCC(CC2)C2=CC=C(C=C2)C#N)C2CC2 (5-(4-(4-cyanophenyl)piperidine-1-carbonyl)-2-cyclopropylphenyl)-6,7-dihydro-3H-imidazo[4,5-c]pyridine-5(4H)-carboxylic acid methyl ester